N-(1-(4-methoxyphenyl)-2-oxo-2-((4-(trimethylsilyl)phenyl)amino)ethyl)-N,5-dimethyl-1,3,4-oxadiazole-2-carboxamide COC1=CC=C(C=C1)C(C(NC1=CC=C(C=C1)[Si](C)(C)C)=O)N(C(=O)C=1OC(=NN1)C)C